N1=CN=C(C=C1)N1C(COCC1)C Pyrimidin-4-yl-3-methylmorpholine